C(C=CCC)(=O)O 8Z,10E,14Z,17Z-pentaenoic acid